(2S,4R)-(9H-fluoren-9-yl)methyl-4-(tert-butoxy)-2-(((S)-1-methoxy-1-oxo-3-((S)-2-oxopyrrolidin-3-yl)propan-2-yl) carbamoyl)pyrrolidine-1-carboxylate C1=CC=CC=2C3=CC=CC=C3C(C12)COC(=O)N1[C@@H](C[C@H](C1)OC(C)(C)C)C(N[C@H](C(=O)OC)C[C@H]1C(NCC1)=O)=O